Cl.NC1=NC=CC(=C1)C[C@H]1C(N[C@@H](C1)C(F)(F)F)=O (3R,5S)-3-((2-aminopyridin-4-yl)methyl)-5-(trifluoromethyl)pyrrolidin-2-one HCl salt